diaminobenzidine-HCL Cl.NNC1=CC=C(C2=CC=C(NN)C=C2)C=C1